tert-butyl {2-[2-(methylamino)ethoxy]ethyl}carbamate CNCCOCCNC(OC(C)(C)C)=O